F[C@@H]1CN(C[C@H]1O)C(C=C)=O 1-((3R,4R)-3-fluoro-4-hydroxypyrrolidin-1-yl)prop-2-en-1-one